CC1(CC1)NC(O[C@H]1C[C@](CC1)(C1=CC(=NN1)NC(CC1=CC(=NO1)C)=O)C)=O (1R,3S)-3-methyl-3-(3-(2-(3-methylisoxazol-5-yl)acetamido)-1H-pyrazol-5-yl)cyclopentyl (1-methylcyclopropyl)carbamate